N1CCC(CC1)N1CCN(CC1)C=1C=C(C=CC1)N[C@@H]1C(NC(CC1)=O)=O (S)-3-((3-(4-(Piperidin-4-yl)piperazin-1-yl)phenyl)amino)piperidine-2,6-dione